8-(2-fluorobenzoyl)-4-methyl-9-phenyl-2H-furo[2,3-h]Chromen-2-one FC1=C(C(=O)C2=C(C=3C(=CC=C4C(=CC(OC34)=O)C)O2)C2=CC=CC=C2)C=CC=C1